N-(6-METHOXY-1H-INDAZOL-7-YL)-6-(4-(TRIFLUOROMETHYL)-1H-PYRAZOL-1-YL)PYRIDINE-3-SULFONAMIDE COC1=CC=C2C=NNC2=C1NS(=O)(=O)C=1C=NC(=CC1)N1N=CC(=C1)C(F)(F)F